FC=1C=C(CC2=NN=C(S2)NC(=O)C2=NN(C(CC2)=O)C)C=CC1 N-(5-(3-fluorobenzyl)-1,3,4-thiadiazol-2-yl)-1-methyl-6-oxo-1,4,5,6-tetrahydropyridazine-3-carboxamide